NC1=C(SC=2N=C(N=CC21)C)C(=O)NC2CC=1C=CC(=NC1CC2)N2CC(C(C2)N)(C)OC 5-amino-N-[2-(4-amino-3-methoxy-3-methylpyrrolidin-1-yl)-5,6,7,8-tetrahydroquinolin-6-yl]-2-methylthieno[2,3-d]pyrimidine-6-carboxamide